The molecule is a cardiolipin derivative in which all four of the phosphatidyl acyl groups are specified as myristoyl (tetradecanoyl). It is a cardiolipin and a tetradecanoate ester. CCCCCCCCCCCCCC(=O)OC[C@H](COP(=O)(O)OCC(COP(=O)(O)OC[C@@H](COC(=O)CCCCCCCCCCCCC)OC(=O)CCCCCCCCCCCCC)O)OC(=O)CCCCCCCCCCCCC